3-(trifluoromethyl)acrylic anhydride FC(C=CC(=O)OC(C=CC(F)(F)F)=O)(F)F